N1=C(C=CC=C1)SSCCC(C(=O)O)S(=O)(=O)O 4-(pyridin-2-yldisulfanyl)-2-sulfo-butanoic acid